4-[1-[(1R)-2-cyano-1-cyclopentyl-ethyl]pyrazol-4-yl]pyrrolo[2,3-d]pyrimidine-7-carbohydrazide hydrochloride Cl.C(#N)C[C@H](C1CCCC1)N1N=CC(=C1)C=1C2=C(N=CN1)N(C=C2)C(=O)NN